COC1=C(C=CC=C1)[C@@H](C)OC(=O)NC=1C(=NOC1C1=CC=C(C=N1)NC(=O)C1C(CCCC1)C(=O)O)C 2-((6-(4-((((R)-1-(2-methoxyphenyl)ethoxy)carbonyl)amino)-3-methylisoxazol-5-yl)pyridin-3-yl)carbamoyl)cyclohexane-1-carboxylic acid